6-(5-chloro-2-fluorobenzyl)pyridazin-3-amine ClC=1C=CC(=C(CC2=CC=C(N=N2)N)C1)F